O.O1CCN(CC1)CCS(=O)(=O)O L-2-morpholinoethanesulfonic acid monohydrate